5-(((S)-1-(((R)-2-oxo-1-(1-(5-(trifluoromethyl)pyrazin-2-yl)piperidin-4-yl)pyrrolidin-3-yl)oxy)propan-2-yl)oxy)-4-(trifluoromethyl)pyridazin-3(2H)-one O=C1N(CC[C@H]1OC[C@H](C)OC1=C(C(NN=C1)=O)C(F)(F)F)C1CCN(CC1)C1=NC=C(N=C1)C(F)(F)F